N-(2,4-difluorophenyl)maleimide FC1=C(C=CC(=C1)F)N1C(C=CC1=O)=O